FC=1C=CC(=NC1)CC=1C(=NC=C(C1)C1CCN(CC1)C)NCC1=CC=C(C=C1)OCC(C)C 3-((5-fluoropyridin-2-yl)methyl)-N-(4-isobutoxybenzyl)-5-(1-methylpiperidin-4-yl)pyridin-2-amine